(Z)-3-pentylidenepiperazine-2,5-dione C(/CCCC)=C/1\C(NCC(N1)=O)=O